3,5-dihydro-2H-1,4-benzoxazepin-4-yl-[1-(5-fluoropyrimidin-2-yl)-4-piperidyl]methanone O1CCN(CC2=C1C=CC=C2)C(=O)C2CCN(CC2)C2=NC=C(C=N2)F